(5-amino-2-((3-fluoropyridin-2-yl)methoxy)-8-(2-methoxy-6-methylpyridin-4-yl)-[1,2,4]triazolo[1,5-c]pyrimidin-7-yl)benzonitrile NC1=NC(=C(C=2N1N=C(N2)OCC2=NC=CC=C2F)C2=CC(=NC(=C2)C)OC)C2=C(C#N)C=CC=C2